FC1=CC=CC=2C(=NCC(OC21)(C)C)C=2C=NC1=CC=CC=C1C2 9-fluoro-2,2-dimethyl-5-(3-quinolyl)-3H-1,4-benzoxazepine